5'-iodo-[1,1':3',1'']-terphenyl IC=1C=C(C=C(C1)C1=CC=CC=C1)C1=CC=CC=C1